COC(C1=C(C=C(C(=C1)OCCNC(C1=CC=CC=C1)=O)OC)N)=O 2-amino-5-(2-benzamidoethoxy)-4-methoxybenzoic acid methyl ester